1-(4-Fluorophenyl)ethylisocyanat FC1=CC=C(C=C1)C(C)N=C=O